(3-(2-methoxyethyl)-1-methylpyrrolidin-3-yl)-5-(piperidin-1-ylmethyl)-5,6-dihydro-1,4,2-dioxazine COCCC1(CN(CC1)C)C1=NOCC(O1)CN1CCCCC1